FC1=C2CCCOC2=C(C=C1)C#N 5-fluorochromane-8-carbonitrile